Cl.NC(CO)(CO)CO 2-Amino-2-hydroxymethyl-1,3-propanediol hydrochloride